FC1=CC=C(C=C1)OC 2-fluoro-5-methoxybenzene